C[C@@]12CCC[C@H]1[C@@H]1CCC3=CC(CCC3=C1CC2)=O 4,9-estradiene-3-one